N-(3-acetylphenyl)-2-[7-[(1-methylindol-5-yl)amino]-1-oxo-isoindolin-2-yl]acetamide C(C)(=O)C=1C=C(C=CC1)NC(CN1C(C2=C(C=CC=C2C1)NC=1C=C2C=CN(C2=CC1)C)=O)=O